FC=1C=CC2=C(CC(CC=3N2C(=NN3)[C@@H]3CC[C@H](CC3)OC3=NC=CC=C3)OC)C1 8-fluoro-5-methoxy-1-[trans-4-(pyridin-2-yloxy)cyclohexyl]-5,6-dihydro-4H-[1,2,4]triazolo[4,3-a][1]benzazepine